C1(CC1)C1=C(N=NC(=C1C1CC1)C1=C(C=C(C=C1)C=O)OCOCC)N[C@H]1CNCCC1 (R)-3-((4,5-dicyclopropyl-6-(2-(ethoxymethoxy)-4-formylphenyl)pyridazin-3-yl)amino)piperidin